NC1=NC(=C(C=2N1C(N(N2)C[C@H]2CN(CCN2C)C(=O)OC(C)(C)C)=O)C2=CC(=NC(=C2)C)C)C2=CC=CC=C2 tert-butyl (R)-3-((5-amino-8-(2,6-dimethylpyridin-4-yl)-3-oxo-7-phenyl-[1,2,4]triazolo[4,3-c]pyrimidin-2(3H)-yl)methyl)-4-methylpiperazine-1-carboxylate